methyl 1-tetrahydropyran-2-yloxycyclopropanecarboxylate O1C(CCCC1)OC1(CC1)C(=O)OC